NC1=C(C(=O)OC)C=C(C=C1)OCCCC=C methyl 2-amino-5-(pent-4-en-1-yloxy)benzoate